N-methyl-7-(4-quinolyl)-3,5-dihydro-2H-1,4-benzoxazepine-4-carboxamide CNC(=O)N1CCOC2=C(C1)C=C(C=C2)C2=CC=NC1=CC=CC=C21